FC1=C(C=CC(=C1)F)N1N=C(C2=CC=CC=C2C1=O)C=1C=C(C=CC1)S(=O)(=O)N(C)CC 3-(3-(2,4-Difluorophenyl)-4-oxo-3,4-dihydrophthalazin-1-yl)-N-ethyl-N-methylbenzenesulfonamide